C1=CC(=CC2=CC3=CC=CC=C3C=C12)C=1C=C(C=C(C1)C=1C=CC2=CC3=CC=CC=C3C=C2C1)C1=NC(=NC(=N1)C1=CC=CC=C1)C=1C=NC=CC1 2-(3,5-bis(3-anthracenyl)phenyl)4-phenyl-6-(3-pyridyl)-1,3,5-triazine